dichloro{1,1'-bis(diphenylphosphino)ferrocene} palladium (II) [Pd+2].ClC1=C([C-](C=C1)P(C1=CC=CC=C1)C1=CC=CC=C1)Cl.[C-]1(C=CC=C1)P(C1=CC=CC=C1)C1=CC=CC=C1.[Fe+2]